N-[1-(3,4-dichlorophenyl)-2-(dimethylamino)ethyl]-4-hydroxy-benzenesulfonamide ClC=1C=C(C=CC1Cl)C(CN(C)C)NS(=O)(=O)C1=CC=C(C=C1)O